C(C)(C)(C)C(CCCCC)C(C)(C)C di-tert-butyl-hexane